2-{[3-(4-fluorophenyl)-5-methyl-1,2-oxazol-4-yl]methoxy}-6-(piperidine-1-carbonyl)-5,6,7,8-tetrahydro-1,6-naphthyridine FC1=CC=C(C=C1)C1=NOC(=C1COC1=NC=2CCN(CC2C=C1)C(=O)N1CCCCC1)C